1-(4-methylphenyl)-4-ethoxycarbonyl-5-aminotriazole CC1=CC=C(C=C1)N1N=NC(=C1N)C(=O)OCC